2-(aminomethyl)-1,3-diethyl-6-methoxy-1H-1,3-benzodiazol-3-ium iodide [I-].NCC1=[N+](C2=C(N1CC)C=C(C=C2)OC)CC